2-hydroxypropyl thioglycolate C(CS)(=O)OCC(C)O